COC1=C(C=CC(=C1)OC)CNC=1N=CC2=C(N1)N(C(C(=C2)N2CCNC1=C(C=CC=C21)C)=O)C2=CC=C(C=C2)N2CCN(CC2)C 2-[(2,4-dimethoxyphenyl)methylamino]-6-(5-methyl-3,4-dihydro-2H-quinoxalin-1-yl)-8-[4-(4-methylpiperazin-1-yl)phenyl]pyrido[2,3-d]pyrimidin-7-one